C(C)[SiH2]C1=C(C=CC=C1)O ethyl-(hydroxyphenyl)silane